N-(6-(1,4-dimethyl-1H-pyrazol-5-yl)-4-methoxythiazolo[4,5-c]pyridin-2-yl)acetamide CN1N=CC(=C1C1=CC2=C(C(=N1)OC)N=C(S2)NC(C)=O)C